2-((1-(4-chlorophenoxy)-3,3-dimethyl-1-(1H-1,2,4-triazol-1-yl)but-2-yl)oxy)acetic acid ClC1=CC=C(OC(C(C(C)(C)C)OCC(=O)O)N2N=CN=C2)C=C1